2-[(sulfonyl)methyl]glutaric acid S(=O)(=O)=CC(C(=O)O)CCC(=O)O